(rac)-tert-butyl-2'-{6-amino-5-[(2-chlorophenyl)methoxy]pyridin-3-yl}-5',6'-dihydrospiro[pyrrolidine-3,4'-pyrrolo[1,2-b]pyrazole]-1-carboxylate C(C)(C)(C)OC(=O)N1C[C@]2(CCN3N=C(C=C32)C=3C=NC(=C(C3)OCC3=C(C=CC=C3)Cl)N)CC1 |r|